3-(aminomethyl)-1H-pyrazole-4-carboxamide NCC1=NNC=C1C(=O)N